(R)-N-(1-(4-(2-((2,3-dihydro-1H-inden-2-yl)amino)pyrimidin-5-yl)phenyl)-2,2,2-trifluoroethyl)-1,4,6,7-tetrahydro-5H-[1,2,3]triazolo[4,5-c]pyridine-5-carboxamide C1C(CC2=CC=CC=C12)NC1=NC=C(C=N1)C1=CC=C(C=C1)[C@H](C(F)(F)F)NC(=O)N1CC2=C(CC1)NN=N2